2-{methyl[1-(3-nitrophenyl)ethyl]amino}acetamide tert-butyl-N-[2-amino-6-chloro-4-(3-pyridyloxy)phenyl]-N-methyl-carbamate C(C)(C)(C)OC(N(C)C1=C(C=C(C=C1Cl)OC=1C=NC=CC1)N)=O.CN(CC(=O)N)C(C)C1=CC(=CC=C1)[N+](=O)[O-]